C[Si](C)(C)C1=CC=C(C=C1)O The molecule is an organosilicon compound that is phenol substituted by a trimethylsilyl group at position 4. It is a member of phenols and an organosilicon compound.